(3R,4S)-3-cyclopropyl-1-(6-(1-((R)-5,5-difluorotetrahydro-2H-pyran-3-yl)-1H-pyrazol-4-yl)pyrrolo[1,2-b]pyridazin-4-yl)-4-methyl-2-oxopyrrolidine-3-carbonitrile C1(CC1)[C@]1(C(N(C[C@H]1C)C=1C=2N(N=CC1)C=C(C2)C=2C=NN(C2)[C@H]2COCC(C2)(F)F)=O)C#N